C1(=CC=CC=C1)C(CN(C(C#C)=O)CC(N1CCC(CC1)C1=CC=CC=C1)=O)C1=CC=CC=C1 N-(2,2-Diphenylethyl)-N-[2-oxo-2-(4-phenyl-1-piperidyl)ethyl]prop-2-ynamide